tert-Butyl 4-(1-(2-amino-4-fluorophenyl)-1H-pyrrolo[2,3-c]pyridine-3-carbonyl)piperidine-1-carboxylate NC1=C(C=CC(=C1)F)N1C=C(C=2C1=CN=CC2)C(=O)C2CCN(CC2)C(=O)OC(C)(C)C